C(CCCCCCC)SC(CCC#N)SCCCCCCCC 4,4-bis(octylthio)butanenitrile